ethyl (5-fluoro-1-(1-((1s,4s)-4-iso-propylcyclohexyl)piperidin-4-yl)-2-oxoindolin-3-yl)carbamate FC=1C=C2C(C(N(C2=CC1)C1CCN(CC1)C1CCC(CC1)C(C)C)=O)NC(OCC)=O